O1CCN(CC1)C1=C(C(=O)O)C=CC(=N1)C(F)(F)F 2-morpholino-6-(trifluoromethyl)nicotinic acid